7-Chloro-4-(dimethylamino)-1-(4-fluorophenyl)quinazolin-2(1H)-one ClC1=CC=C2C(=NC(N(C2=C1)C1=CC=C(C=C1)F)=O)N(C)C